BrCC1OCCO1 Bromomethyl-1,3-dioxolane